OCC=1N=C2N(CCN(C2)C(=O)OC(C)(C)C)C1 tert-Butyl 2-(hydroxy methyl)-6,8-dihydro-5H-imidazo[1,2-a]pyrazine-7-carboxylate